5-(4-((4-acetylmorpholin-2-yl)methoxy)phenyl)-2-oxo-6-(trifluoromethyl)-1,2-dihydropyridine-3-carboxamide C(C)(=O)N1CC(OCC1)COC1=CC=C(C=C1)C=1C=C(C(NC1C(F)(F)F)=O)C(=O)N